N[C@H]([C@H](OC=1C=C2C=NN(C2=CC1)C=1C=CC(N(C1)C)=O)C1=CC=C(C=C1)Cl)C(C)C 5-(5-((1r,2s)-2-amino-1-(4-chlorophenyl)-3-methylbutoxy)-1H-indazol-1-yl)-1-methylpyridin-2(1H)-one